3-(benzofuran-3-yl)-N,N-di(cyclopropyl)-1-(2,2,2-trifluoroethyl)pyrazolo[4,3-c]pyridine-6-carboxamide O1C=C(C2=C1C=CC=C2)C2=NN(C1=C2C=NC(=C1)C(=O)N(C1CC1)C1CC1)CC(F)(F)F